NCCCNCCOC1=CC=C2C(=CC=NC2=C1)Cl (3-aminopropyl)({2-[(4-chloroquinolin-7-yl)oxy]ethyl})amine